Ethylcarbamoyl-Methylthioacetic Acid C(C)NC(=O)C(C(=S)O)C